1-{5-[3-(2,4-diisopropyloxyphenyl)-propyl]-2,4-dimethoxyphenyl}-adamantane C(C)(C)OC1=C(C=CC(=C1)OC(C)C)CCCC=1C(=CC(=C(C1)C12CC3CC(CC(C1)C3)C2)OC)OC